CN1C(=O)N(C=2N=CNC2C1=O)C 1,3-dimethyl-xanthine